2-(1-Methyl-4-(1-(phenylsulfonyl)-1H-pyrrolo[2,3-b]pyridin-4-yl)-1H-pyrazol-3-yl)oxazole CN1N=C(C(=C1)C1=C2C(=NC=C1)N(C=C2)S(=O)(=O)C2=CC=CC=C2)C=2OC=CN2